O1S(N=CC=C1)(=O)=O oxathiazine-2,2-dioxide